COC1=CC2=CC=CC=C2CC1 2-methoxy-3,4-dihydronaphthalene